C(C)(C)(C)OC(=O)N1[C@H](C[C@@H](C1O)CC1=CC(=C(C=C1)F)Cl)C(=O)OCC1=CC=CC=C1 (2R,4S)-4-(3-chloro-4-fluorobenzyl)-5-hydroxypyrrolidine-1,2-dicarboxylic acid 2-benzyl ester 1-tert-butyl ester